C(C)(C)(C)C1=CN=C(O1)CSC1=CN=C(S1)NC(=O)C1CCN(CC1)CC1=CC(=CC=C1)C1C(NC(CC1)=O)=O N-(5-(((5-(tert-butyl)oxazol-2-yl)methyl)thio)thiazol-2-yl)-1-(3-(2,6-dioxopiperidin-3-yl)benzyl)piperidine-4-carboxamide